2-(3-{[(tert-butoxy)carbonyl]amino}propyl)-1,3-thiazole-4-carboxylic acid C(C)(C)(C)OC(=O)NCCCC=1SC=C(N1)C(=O)O